2-[(4-{6-[(2,4-Difluorobenzyl)oxy]pyridin-2-yl}piperidin-1-yl)methyl]-1-(1,3-oxazol-5-ylmethyl)-1H-benzimidazol FC1=C(COC2=CC=CC(=N2)C2CCN(CC2)CC2=NC3=C(N2CC2=CN=CO2)C=CC=C3)C=CC(=C1)F